ClC1=C(CC2=NC=CC3=C(C(=CC=C23)C)NC(=O)C2=CSC3=C2N=CN=C3NCC3=C(C=C(C=C3)OC)OC)C=CC=C1 N-(1-(2-chlorobenzyl)-6-methylisoquinolin-5-yl)-4-((2,4-dimethoxybenzyl)amino)thieno[3,2-d]pyrimidine-7-carboxamide